phosphoric acid tri(2-ethoxy ethyl) ester C(C)OCCOP(OCCOCC)(OCCOCC)=O